D-(+)-Glyceraldehyde C([C@H](C=O)O)O